C1=C(C=CC=2C3=C(C=NC12)C1=C(OC3)C=CC=C1)O 5H-[1]benzopyrano[4,3-c]quinolin-2-ol